nickel (methyl)chloride CCl.[Ni]